ClC1=C(C(=CC=C1)F)C1=NOC(=C1C(=O)N(C)OC)C=1C=NN(C1C(F)(F)F)CC(C)(C)O 3-(2-chloro-6-fluorophenyl)-5-(1-(2-hydroxy-2-methylpropyl)-5-(trifluoromethyl)-1H-pyrazol-4-yl)-N-methoxy-N-methyl-1,2-oxazole-4-carboxamide